CN1CC(C1)(S(=O)(=O)C1=CC=C(C=C1)C1=C(C(=C(C=C1)C1=NO[C@H](C1)CN1N=NC=C1)F)F)C 1-({(5R)-3-[4'-(1,3-Dimethylazetidine-3-sulfonyl)-2,3-difluoro[1,1'-biphenyl]-4-yl]-4,5-dihydro-1,2-oxazol-5-yl}methyl)-1H-1,2,3-triazole